2,1,3-benzothiadiazole-5-carboxylic acid N=1SN=C2C1C=CC(=C2)C(=O)O